CC(C)CC1=CC2=C(C=C1)N=CC=C2 ISOBUTYLQUINOLINE